3-isopropyl-oxetan C(C)(C)C1COC1